N1C=C(C2=CC=CC=C12)N[S@@](=O)(=N)C1=CC=C(C=C1)C(F)(F)F |o1:10| (S or R)-N-(1H-indol-3-yl)-4-(trifluoromethyl)benzenesulfonimidamide